2-(((benzyloxy)carbonyl)amino)propanoate C(C1=CC=CC=C1)OC(=O)NC(C(=O)[O-])C